[Br-].[Br-].P(=O)(O)(O)CCC[N+]1=CC=C(C=C1)C1=CC=[N+](C=C1)CCCP(=O)(O)O 1,1'-bis(3-phosphonopropyl)-[4,4'-bipyridine]-1,1'-diium dibromide